N,N-dimethyl-ethylamine oxide C[N+](C)(CC)[O-]